ON(C=O)C[C@@H](CCCC)C(=O)N1CC2(CC2)C[C@H]1C1=NC(=NO1)C=1C=NC=CC1 N-hydroxy-N-((R)-2-((S)-6-(3-(pyridin-3-yl)-1,2,4-oxadiazol-5-yl)-5-azaspiro[2.4]heptane-5-carbonyl)hexyl)carboxamide